C(C1=CC=CC=C1)OCCCCC([C@@H](C=C)O)[C@H](C=C)O |r| rac-(3R*,4r,5S*)-4-(4-(benzyloxy)butyl)hepta-1,6-diene-3,5-diol